CC1C(COC1)C#N 4-methyltetrahydrofuran-3-carbonitrile